N(=[N+]=[N-])[C@H]1[C@@H]([C@@H](CC1)N(C(=O)OCC1=CC=CC=C1)CC1=CC=CC=C1)NC(OC(C)(C)C)=O tert-butyl [(1R,2R,5R)-2-azido-5-{benzyl[(benzyloxy)carbonyl]amino}cyclopentyl]carbamate